CN1C=CC=2C1=NC=C(C2)N 1-methyl-1H-pyrrolo[2,3-b]pyridin-5-amine